6-chloro-4-(phenanthren-9-yl)-2-{4-(phenanthren-9-yl)-phenyl}-benzoxazole ClC1=CC2=C(N=C(O2)C2=CC=C(C=C2)C=2C3=CC=CC=C3C=3C=CC=CC3C2)C(=C1)C=1C2=CC=CC=C2C=2C=CC=CC2C1